(1R,3R)-3-((S)-2-((5H-Pyrrolo[2,3-b]pyrazin-5-yl)methyl)-6-(methoxycarbonyl)-7-methyl-6,7,8,9-tetrahydro-3H-imidazo[4,5-f]chinolin-3-yl)cyclohexan N1=C2C(=NC=C1)N(C=C2)CC=2N(C=1C(=C3CC[C@@H](N(C3=CC1)C(=O)OC)C)N2)C2CCCCC2